8-(1-acryloylpiperidin-4-yl)-2-(4-phenoxyphenyl)-5,6,7,8-tetrahydroimidazo[1,2-b]pyridazine-3-carboxamide C(C=C)(=O)N1CCC(CC1)C1C=2N(NCC1)C(=C(N2)C2=CC=C(C=C2)OC2=CC=CC=C2)C(=O)N